N-[(1S)-5-[2-(2-aminopyridin-3-yl)-5-(pyrazol-1-yl)imidazo[4,5-b]pyridin-3-yl]-2,3-dihydro-1H-inden-1-yl]-2-(3-methylidene-2-oxopyrrolidin-1-yl)benzamide NC1=NC=CC=C1C1=NC=2C(=NC(=CC2)N2N=CC=C2)N1C=1C=C2CC[C@@H](C2=CC1)NC(C1=C(C=CC=C1)N1C(C(CC1)=C)=O)=O